CC1=NC2=CC=CC=C2N=C1N1CCNCC1 2-Methyl-3-(piperazin-1-yl)quinoxaline